[Na].C(C1=CC=CC=C1)(=O)O benzoic acid sodium